N1(CCCC1)CCOC1=CC=C(C=C1)N1N=C(N=C1N)N (4-(2-(pyrrolidin-1-yl)ethoxy)phenyl)-1H-1,2,4-triazole-3,5-diamine